N(=O)OCCCC n-butyl alcohol nitrite